C(C1=CC=CC=C1)(=O)C(C(=O)C1=CC=CC=C1)C(C1=CC=CC=C1)=O dibenzoyl-acetophenone